COC1(C(NC(C1)=O)=O)OC 3,3-Dimethoxypyrrolidine-2,5-dione